C(C1=CC=CC=C1)N1N=CN=C1CNC(=O)NCC1=NC(=NN1C1=CC(=C(C=C1)Cl)F)C 1-[(1-benzyl-1H-1,2,4-triazol-5-yl)methyl]-3-{[1-(4-chloro-3-fluorophenyl)-3-methyl-1H-1,2,4-triazol-5-yl]methyl}urea